COC=1C=C(C=CC1S(N(C1CCN(CC1)C)C)(=O)=O)B(O)O (3-Methoxy-4-(N-methyl-N-(1-methylpiperidin-4-yl)sulfamoyl)phenyl)boronic acid